C1(CC1)C=1C=C(N(N1)C)OC1=C(C=CC(=C1)F)C1=NC=C(C=N1)[C@H](CN)F (2R)-2-[2-[2-(5-cyclopropyl-2-methylpyrazol-3-yl)oxy-4-fluorophenyl]pyrimidin-5-yl]-2-fluoroethanamine